2-(dimethylamino)-1-(4-fluoro-3-iodophenyl)ethan-1-ol CN(CC(O)C1=CC(=C(C=C1)F)I)C